methyl (2R,3S,3aS,6aR)-3-(1,3-dioxoisoindolin-2-yl)-2-(hydroxymethyl)hexahydrocyclopenta[b]pyrrole-1(2H)-carboxylate O=C1N(C(C2=CC=CC=C12)=O)[C@H]1[C@@H]2[C@H](N([C@H]1CO)C(=O)OC)CCC2